ClC[C@@H](COC1=C(C=C(C=C1)C(C)(C)C1=CC(=C(C=C1)OC[C@H](CN1C=NC=C1)O)Cl)Cl)O (R)-1-chloro-3-(2-chloro-4-(2-(3-chloro-4-((S)-2-hydroxy-3-(1H-imidazol-1-yl)propoxy)phenyl)propan-2-yl)phenoxy)propan-2-ol